C(CC(=O)[O-])CC(=O)OC1=C(C(=CC=C1C)NCC1=CC(=CC=C1)NC(=O)OC(C)(C)C)C (3-((3-((tert-Butoxycarbonyl) amino) benzyl) amino)-2,6-dimethylphenyl) methylenediacetate